6-bromo-4-(4-(methylsulfonylpiperidin-4-yl)pyridin-2-yl)-3-ethylmorpholine BrC1OCC(N(C1)C1=NC=CC(=C1)C1CCN(CC1)S(=O)(=O)C)CC